N-(1-(3-chloro-4-fluorophenyl)-2-hydroxyethyl)-1-(5-methyl-2-((pyridin-3-ylmethyl)-amino)pyridin-4-yl)-1H-pyrrole-3-carboxamide ClC=1C=C(C=CC1F)C(CO)NC(=O)C1=CN(C=C1)C1=CC(=NC=C1C)NCC=1C=NC=CC1